O=C1NC(C2=C3C(C=CC=C13)=C(C=C2)C(=O)O)=O 1,3-dioxobenzo[de]isoquinoline-6-carboxylic acid